N-(3-aminopropyl)-4-[[3-[4-(cyanomethoxy)-2,3-difluoro-phenyl]imidazo[1,2-a]pyrazin-8-yl]amino]-2-ethyl-benzamide NCCCNC(C1=C(C=C(C=C1)NC=1C=2N(C=CN1)C(=CN2)C2=C(C(=C(C=C2)OCC#N)F)F)CC)=O